C1CC12NCCN(C2)C=2C=CC=1N(C(C=C(N1)C=1C=CC=3N(N1)C=C(N3)C)=O)C2 7-(4,7-diazaspiro[2.5]octan-7-yl)-2-(2-methylimidazo[1,2-b]pyridazin-6-yl)pyrido[1,2-a]pyrimidin-4-one